4-(cyclopropanecarbonyl)piperidine C1(CC1)C(=O)C1CCNCC1